3-methoxybenzoylamino-4-aminobenzamidocarbamate COC=1C=C(C(=O)NN(C([O-])=O)NC(C2=CC=C(C=C2)N)=O)C=CC1